FC(C=1C(=C(C=CC1)[C@@H](C)NC1=C(C(=NC(=N1)C)CC(=O)NC1(CC1)CF)C1OCCO1)F)F (R)-2-(6-((1-(3-(Difluoromethyl)-2-fluorophenyl)ethyl)amino)-5-(1,3-dioxolan-2-yl)-2-methylpyrimidin-4-yl)-N-(1-(fluoromethyl)cyclopropyl)acetamide